[Na+].NC=1C(=C(C=CC1)S(=O)(=O)[O-])N diaminobenzenesulfonic acid sodium salt